[C@@H]12N(C[C@@H](NC1)CC2)C2=NC(=NC1=C(C(=C(C=C21)Cl)C2=CC(=CC1=CC=CC=C21)O)F)N2CC(C2)N(C)C (S or R)-4-(4-((1S,4S)-2,5-diazabicyclo[2.2.2]octan-2-yl)-6-chloro-2-(3-(dimethylamino)azetidin-1-yl)-8-fluoro-quinazolin-7-yl)naphthalen-2-ol